C1(=CC=CC=C1)C1=C(N=C(N=N1)C1=NC=CC=C1)NCC1=CC(=CC=C1)C1=CC=CC=C1 6-Phenyl-N-[(3-phenylphenyl)methyl]-3-pyridin-2-yl-1,2,4-triazin-5-amine